2-(2-hydroxy-ethylsulfanyl)-ethanol OCCSCCO